ClC1=NC=C(C(=N1)C(F)F)OC 2-chloro-4-(difluoromethyl)-5-methoxypyrimidine